CC=1SC(=C(N1)C1=CC=CC=C1)OC1=CC(=NC=C1)NC1=CC=C(C=C1)OCCN1CCCCC1 4-((2-Methyl-4-phenylthiazol-5-yl)oxy)-N-(4-(2-(piperidin-1-yl)ethoxy)phenyl)pyridin-2-amine